FC1([C@H]2C[C@@H](C[C@@H](C1)N2)N(C2=CC=C(N=N2)C2=C(C=C(C=C2)N2C=NC=C2)O)C)F 2-(6-(((1S,3R,5R)-6,6-difluoro-8-azabicyclo[3.2.1]octan-3-yl)(methyl)amino)pyridazin-3-yl)-5-(1H-imidazol-1-yl)phenol